4-((4-(2-Isopropyloxazol-4-yl)pyridin-2-yl)((4-(4-methoxy-3-methylphenyl)bicyclo[2.2.2]octan-1-yl)methyl)carbamoyl)(trans-cyclohexyl) (3-hydroxy-3-methylbutyl)carbamate OC(CCNC(O[C@@H]1CC[C@H](CC1)C(N(CC12CCC(CC1)(CC2)C2=CC(=C(C=C2)OC)C)C2=NC=CC(=C2)C=2N=C(OC2)C(C)C)=O)=O)(C)C